ClC1=C(C=C(N=N1)N[C@H]1CN(CCC1)CC(=O)N1CCC(CC1)O)C 2-[(3R)-3-[(6-chloro-5-methylpyridazin-3-yl)amino]piperidin-1-yl]-1-(4-hydroxypiperidin-1-yl)ethanone